2-Pyridin-2-yl-pyrimidine-5-carboxylic acid ((R)-1-{3-[5-(1-hydroxy-1-methyl-ethyl)-1,2,4-oxadiazol-3-yl]-phenyl}-ethyl)-amide OC(C)(C)C1=NC(=NO1)C=1C=C(C=CC1)[C@@H](C)NC(=O)C=1C=NC(=NC1)C1=NC=CC=C1